3-amino-5-phosphonobenzoic acid NC=1C=C(C(=O)O)C=C(C1)P(=O)(O)O